2-(2,6-dioxo-3-piperidinyl)-5-[4-[3-(4-piperidinyloxy)cyclobutoxy]-1-piperidinyl]isoindoline-1,3-dione O=C1NC(CCC1N1C(C2=CC=C(C=C2C1=O)N1CCC(CC1)OC1CC(C1)OC1CCNCC1)=O)=O